O=C1NC(CCC1N1C(C2=CC=C(C=C2C1)N1CC(C1)CC(=O)N1CCC(CC1)OC1=C(C=C2C(=NC=NC2=C1)OC1=C(C=CC=C1)F)OC)=O)=O 4-((7-((1-(2-(1-(2-(2,6-dioxopiperidin-3-yl)-1-oxoisoindoline-5-yl)azetidin-3-yl)acetyl)piperidin-4-yl)oxy)-6-methoxyquinazolin-4-yl)oxy)-3-fluorobenzene